CNC(=O)N1CCC2(C[C@@H](OC2=O)CCN2CCN(CC2)C2=CC=C(C=C2)C)CC1 (R)-N-methyl-1-oxo-3-(2-(4-(p-tolyl)piperazin-1-yl)ethyl)-2-oxa-8-azaspiro[4.5]decane-8-carboxamide